3-(1-(3-bromo-5-chloro-4-fluoro-2-isopropoxyphenyl)ethyl)-1-methylimidazo[1,5-a]Pyridine BrC=1C(=C(C=C(C1F)Cl)C(C)C1=NC(=C2N1C=CC=C2)C)OC(C)C